4-(4-[[2-(4-chlorophenyl)-4,4-dimethylcyclohex-1-en-1-yl]methyl]piperazin-1-yl)-2-(3,4-dihydro-2H-1,4-benzoxazin-4-yl)-N-(3-nitro-4-[[(oxan-4-yl)methyl]amino]benzenesulfonyl)benzamide ClC1=CC=C(C=C1)C1=C(CCC(C1)(C)C)CN1CCN(CC1)C1=CC(=C(C(=O)NS(=O)(=O)C2=CC(=C(C=C2)NCC2CCOCC2)[N+](=O)[O-])C=C1)N1CCOC2=C1C=CC=C2